3-(2,2,2-trifluoroethyl)pyridine-4-carboxylic acid FC(CC=1C=NC=CC1C(=O)O)(F)F